C1(CC1)C(=O)N1CC2=CC=C(C=C2CC1)NC1=NC=C(C(=N1)NC1CC1)C(F)(F)F cyclopropyl-(6-((4-(cyclopropylamino)-5-(trifluoromethyl)pyrimidin-2-yl)amino)-3,4-dihydroisoquinolin-2(1H)-yl)methanone